OCCO[C@@H]1CC[C@H](CC1)C(=O)N(C1=CC(=CC=C1)C1=CN=C(S1)OC)C[C@@H]1CC[C@H](CC1)C1=CC(=C(C=C1)OC)C trans-4-(2-Hydroxy-ethoxy)-N-((trans-4-(4-methoxy-3-methylphenyl)cyclohexyl)methyl)-N-(3-(2-methoxythiazol-5-yl)phenyl)cyclohex-anecarboxamide